ClC1=CC=2C3=C(C(=NC2C(=C1C1=C2C=NNC2=CC(=C1C)C)F)N1CC(C1)N(C)C)C=NN3[C@@H]3C[C@H](N(CC3)C(\C=C\CF)=O)CC#N ((2S,4S)-4-(8-chloro-7-(5,6-dimethyl-1H-indazol-4-yl)-4-(3-(dimethylamino)azetidin-1-yl)-6-fluoro-1H-pyrazolo[4,3-c]quinolin-1-yl)-1-((E)-4-fluorobut-2-enoyl)piperidin-2-yl)acetonitrile